FC=1C=CC(=NC1)C1=NN(C=C1C1=C2C(=NC=C1)NN=C2)C 4-(3-(5-Fluoropyridin-2-yl)-1-methyl-1H-pyrazol-4-yl)-1H-pyrazolo[3,4-b]pyridine